C(#N)C1CN(C1)C=1C=C(C=2N(N1)C(=CN2)C(F)(F)F)N(CC(=O)OCC)CC2=CC=C(C=C2)OC ethyl N-(6-(3-cyanoazetidin-1-yl)-3-(trifluoromethyl)imidazo[1,2-b]pyridazin-8-yl)-N-(4-methoxybenzyl)glycinate